ClC=1C=CC(=C(C1)CC(=O)NC1=CC(=NC=C1)C(=O)NC1(CCC1)CO)O 4-[[2-(5-Chloro-2-hydroxy-phenyl)acetyl]amino]-N-[1-(hydroxymethyl)cyclobutyl]pyridine-2-carboxamide